2-(METHOXYMETHOXY)-5-METHYLPHENYLBORONIC ACID COCOC1=C(C=C(C=C1)C)B(O)O